1,5-dioxaspiro[2.3]hexane O1CC12COC2